2-(3-(Methyl-d3)phenyl)pyridin C(C=1C=C(C=CC1)C1=NC=CC=C1)([2H])([2H])[2H]